O1C2(OCC1)CCC=1C(=NC=C(C1)N1N=C(N=C1N)N)CC2 (5,6,8,9-tetrahydrospiro[cyclohepta[b]pyridine-7,2'-[1,3]dioxolane]-3-yl)-1H-1,2,4-triazole-3,5-diamine